dioxygen cyclopentane C1CCCC1.[O].[O]